ethyl 2-amino-4-((4-chlorobenzyl)amino)-6-(furan-2-yl)pyrimidine-5-carboxylate NC1=NC(=C(C(=N1)NCC1=CC=C(C=C1)Cl)C(=O)OCC)C=1OC=CC1